4-((2s,4s)-5-(4-chlorobenzyl)-2-(4-hydroxypiperidine-1-carbonyl)-6,9-dioxo-5,8-diazaspiro[3.5]nonan-8-yl)-3-fluorobenzonitrile ClC1=CC=C(CN2C3(CC(C3)C(=O)N3CCC(CC3)O)C(N(CC2=O)C2=C(C=C(C#N)C=C2)F)=O)C=C1